NCC=1C=NC(=NC1)C1=C(C=C(C#N)C=C1)OC=1N(N=C(C1)C=1SC=C(N1)C)C 4-[5-(aminomethyl)pyrimidin-2-yl]-3-[2-methyl-5-(4-methyl-1,3-thiazol-2-yl)pyrazol-3-yl]oxybenzonitrile